ClC1=CC(=C(C=C1)C1CCC(=CC1)OS(=O)(=O)C(C(C(C(F)(F)F)(F)F)(F)F)(F)F)F 1,1,2,2,3,3,4,4,4-nonafluorobutane-1-sulfonic acid 4'-chloro-2'-fluoro-1,2,3,6-tetrahydro-[1,1'-biphenyl]-4-yl ester